ClC=1C=CC=C2C=CC=C(C12)C1=CC=C2C(=NC(=NC2=C1F)F)N1C[C@@H](N(CC1)C(=O)OC(C)(C)C)CC#N Tert-butyl (S)-4-(7-(8-chloronaphth-1-yl)-2,8-difluoroquinazolin-4-yl)-2-(cyanomethyl)piperazine-1-carboxylate